C(=C)P(OCC1=C(C=CC=C1)[N+](=O)[O-])OCC1=C(C=CC=C1)[N+](=O)[O-] Di(2-nitrobenzyl) vinylphosphonite